1-methylpyrazol-3-boronic acid pinacol ester CN1N=C(C=C1)B1OC(C)(C)C(C)(C)O1